COC(=O)C1=C(C=NC=C1)NC[C@@H]1CCOC2=C1C=CC(=C2)SC2=C(C=CC=C2)C 3-({[(4R)-7-[(2-methylphenyl)thio]-3,4-dihydro-2H-1-benzopyran-4-yl]methyl}amino)pyridine-4-carboxylic acid methyl ester